(3-Methyl-azetidin-3-yl)-(5-pyrrolidin-1-yl-pyridin-3-yl)-methanone, hydrochloride salt Cl.CC1(CNC1)C(=O)C=1C=NC=C(C1)N1CCCC1